tert-butyl (S)-4-(3-(adamantan-1-yl)methyl-1,2,4-oxadiazol-5-yl)-4-aminobutylcarbamate C12(CC3CC(CC(C1)C3)C2)CC2=NOC(=N2)[C@H](CCCNC(OC(C)(C)C)=O)N